(S)-2-(7-(5-(2-hydroxypropan-2-yl)isoxazol-3-yl)-5-methyl-4-oxo-2,3,4,5-Tetrahydrobenzo[b][1,4]oxazepine-3-yl)isoindoline-1,3-dione OC(C)(C)C1=CC(=NO1)C1=CC2=C(OC[C@@H](C(N2C)=O)N2C(C3=CC=CC=C3C2=O)=O)C=C1